FC(C(=O)O)(F)F.ClCC(CC1(NC[C@H](C1)F)C(=O)OC)=C Methyl (4S)-2-(2-(chloromethyl)allyl)-4-fluoropyrrolidine-2-carboxylate 2,2,2-trifluoroacetate